tert-Butyl 3-(4-fluoro-1-{[5-(2-fluorophenyl)-1,2,4-oxadiazol-3-yl]methyl}-1H-pyrazolo[3,4-c]pyridin-3-yl)azetidine-1-carboxylate FC1=C2C(=CN=C1)N(N=C2C2CN(C2)C(=O)OC(C)(C)C)CC2=NOC(=N2)C2=C(C=CC=C2)F